CNC=1C(=CC=CC1CC1=CC=C(C=C1)C=1N(C=C(N1)C(F)(F)F)C)N N1-methyl-6-(4-(1-methyl-4-(trifluoromethyl)-1H-imidazol-2-yl)benzyl)benzene-1,2-diamine